ClC1=NC=C(C(=N1)C=1C=C(C=CC1OC)C1=CC=CC=C1)Cl 2,5-dichloro-4-(4-methoxy-[1,1'-biphenyl]-3-yl)pyrimidine